FC(C1=C(C=CC=C1)C=1N=C(N2C1SC=C2)C2=CC=C(C#N)C=C2)(F)F 4-(7-(2-(trifluoromethyl)phenyl)imidazo[5,1-b]thiazol-5-yl)benzonitrile